ClCC1=NC2=C(N1CCOC)C=C(C=C2)C(=O)OC methyl 2-(chloromethyl)-1-(2-methoxyethyl)-1H-benzo[d]imidazole-6-carboxylate